FC(C(C(CC(CCCCCCCCCCCCC)O)O)N(C)C)F difluoro-2-(dimethylamino)octadecane-3,5-diol